(R)-N-(2-fluoro-5-(2-(((R)-1-hydroxypropan-2-yl)oxy)-6-morpholinopyridin-4-yl)-4-methylphenyl)-3-(2,2,2-trifluoroethyl)pyrrolidine-1-carboxamide FC1=C(C=C(C(=C1)C)C1=CC(=NC(=C1)N1CCOCC1)O[C@@H](CO)C)NC(=O)N1C[C@H](CC1)CC(F)(F)F